COP(OC)(=O)CC1=C(C=CC(=C1)CO)Br (2-bromo-5-(hydroxymethyl)benzyl)phosphonic acid dimethyl ester